1-(pyrrolidin-1-yl)pentan-1-one N1(CCCC1)C(CCCC)=O